[Si](C)(C)(C(C)(C)C)OC1(CC1)C1=CC=C(C=C1)N1CC=2C(=NC=CC2C1=O)Cl 2-[4-(1-{[tert-butyl(dimethyl)silyl]oxy}cyclopropyl)phenyl]-4-chloro-2,3-dihydro-1H-pyrrolo[3,4-c]pyridin-1-one